4-(4-(4-((6-(3-(2,6-dichloro-3,5-dimethoxyphenyl)-1-methylureido)pyrimidin-4-yl)amino)phenyl)piperazin-1-yl)butanoic acid ClC1=C(C(=C(C=C1OC)OC)Cl)NC(N(C)C1=CC(=NC=N1)NC1=CC=C(C=C1)N1CCN(CC1)CCCC(=O)O)=O